Cl.BrCCN(C)OC 2-Bromo-N-methoxy-N-methylethylamine hydrochloride